3-[2-[(2,6-dimethylpyrimidin-4-yl)amino]pyrazolo[1,5-a]pyridin-5-yl]-4-(4-hydroxycyclohexoxy)benzonitrile CC1=NC(=CC(=N1)NC1=NN2C(C=C(C=C2)C=2C=C(C#N)C=CC2OC2CCC(CC2)O)=C1)C